rac-oxetane-2-carboxylic acid O1[C@H](CC1)C(=O)O |r|